5-(3-(3-methoxyoxetan-3-yl)phenyl)-3-(4-(trifluoromethyl)phenyl)-1,2,4-oxadiazole COC1(COC1)C=1C=C(C=CC1)C1=NC(=NO1)C1=CC=C(C=C1)C(F)(F)F